N-((R)-1-(((S)-4-(cyclopropylamino)-3,4-dioxo-1-((S)-2-oxopyrrolidin-3-yl)butan-2-yl)amino)-4-methyl-1-oxopentan-2-yl)-9-hydroxy-9H-fluorene-9-carboxamide C1(CC1)NC(C([C@H](C[C@H]1C(NCC1)=O)NC([C@@H](CC(C)C)NC(=O)C1(C2=CC=CC=C2C=2C=CC=CC12)O)=O)=O)=O